tert-butyl (2S)-2-[(tert-butoxycarbonyl)amino]-3-{2,2-difluoro-6-oxo-5-azaspiro[3.4]octan-7-yl}propanoate C(C)(C)(C)OC(=O)N[C@H](C(=O)OC(C)(C)C)CC1C(NC2(CC(C2)(F)F)C1)=O